FC=1C=CC(=C(C1)C(=O)N1[C@@H]2[C@@H](C[C@H](C1)C2)OC2=NC=C(C=C2)C(F)(F)F)C=2OC=CN2 (5-fluoro-2-(oxazol-2-yl)phenyl)((1S,4R,6R)-6-((5-(trifluoromethyl)pyridin-2-yl)oxy)-2-azabicyclo[2.2.1]heptan-2-yl)methanone